N-(3-tert-butylnaphthyl)-2-(phenyl)-indole C(C)(C)(C)C=1C=C(C2=CC=CC=C2C1)N1C(=CC2=CC=CC=C12)C1=CC=CC=C1